ClCCN1C=NC=C1 1-(2-chloroethyl)-1H-imidazole